tert-butyl (tert-butoxycarbonyl)(6-chlorothieno[2,3-b]pyridin-3-yl)carbamate C(C)(C)(C)OC(=O)N(C(OC(C)(C)C)=O)C1=CSC2=NC(=CC=C21)Cl